BrC=1C=C2CCC[C@@H](C2=CC1)NC1=CC(N(C(N1)=O)C(C)C)=O (S)-6-((6-bromo-(1,2,3,4-tetrahydronaphthyl))amino)-3-isopropylpyrimidine-2,4(1h,3h)-dione